1-[(2-imidazol-1-ylpyridin-4-yl)methyl]-3-(2,4,4-trimethyl-cyclohexyl)urea N1(C=NC=C1)C1=NC=CC(=C1)CNC(=O)NC1C(CC(CC1)(C)C)C